(S)-3-cyano-N-(2,3-difluoro-4-((3-(2-(piperidin-3-ylamino)pyrimidin-4-yl)pyridin-2-yl)oxy)phenyl)-3-methylbutane-1-sulfonamide C(#N)C(CCS(=O)(=O)NC1=C(C(=C(C=C1)OC1=NC=CC=C1C1=NC(=NC=C1)N[C@@H]1CNCCC1)F)F)(C)C